5,7,3',4'-Tetrahydroxy-3,6,5'-trimethoxyflavone OC1=C2C(C(=C(OC2=CC(=C1OC)O)C1=CC(=C(C(=C1)OC)O)O)OC)=O